(R)-N-((R)-1-(3-cyclopropyl-6-fluoro-4-oxo-2-((R)-tetrahydro-2H-pyran-2-yl)-3,4-dihydroquinazolin-8-yl)ethyl)-2-methylpropane-2-sulfinamide C1(CC1)N1C(=NC2=C(C=C(C=C2C1=O)F)[C@@H](C)N[S@](=O)C(C)(C)C)[C@@H]1OCCCC1